4-(4,4,5,5-tetramethyl-1,3,2-dioxaborolan-2-yl)-dibenzothiophene CC1(OB(OC1(C)C)C1=CC=CC2=C1SC1=C2C=CC=C1)C